[P].C1(O)=CC(O)=CC=C1 resorcinol Phosphorus